2,9,10-trimethoxy-13-(3-methylbenzyl)-3-(pent-4-en-1-yloxy)-5,6-dihydroisoquinolino[3,2-a]isoquinolin-7-ium COC=1C(=CC=2CC[N+]3=C(C2C1)C(=C1C=CC(=C(C1=C3)OC)OC)CC3=CC(=CC=C3)C)OCCCC=C